4-((6-(methoxycarbonyl)-1,3-benzodiazol-1-yl)methyl)-3-methylphenylboronic acid COC(=O)C=1C=CC2=C(N(C=N2)CC2=C(C=C(C=C2)B(O)O)C)C1